(E)-1-(3-fluorophenyl)ethan-1-one FC=1C=C(C=CC1)C(C)=O